4,3-dioxolan-2-one C1C(OOC1)=O